CC=1C=C2NCC(NC2=CC1)=O 6-methyl-3,4-dihydroquinoxalin-2(1H)-one